6-bromoquinoline-1-oxide BrC=1C=C2C=CC=[N+](C2=CC1)[O-]